C(C)OC(C1=C(C(=C(C=C1)S(=O)(=O)C)CBr)Cl)=O 3-(bromomethyl)-2-chloro-4-methylsulfonyl-benzoic acid ethyl ester